(1R,5R)-6,6-dimethyl-4-methylidenebicyclo[3.1.1]heptane CC1([C@H]2C(CC[C@@H]1C2)=C)C